C(C)OC1=NC=C2N(C(NC2=N1)=O)CCC ethoxy-7-propyl-7,9-dihydro-8H-purin-8-one